C1OCC12CN(C2)C=2C=CC(=NC2)C2=CC(=CN2C)C(=O)NC2=CC(=CC(=C2)NS(=O)(=O)C)Cl 5-(5-(2-oxa-6-azaspiro[3.3]heptan-6-yl)pyridin-2-yl)-N-(3-chloro-5-(methylsulfonamido)phenyl)-1-methyl-1H-pyrrole-3-carboxamide